ClC1=CC=C(CNC(=O)C2=CC=C(NC2=O)C(=O)N(C(CO)C)CCN(C(OC(C)(C)C)=O)C)C=C1 Tert-butyl (2-(5-((4-chlorobenzyl)carbamoyl)-N-(1-hydroxypropan-2-yl)-6-oxo-1,6-dihydropyridine-2-carboxamido)ethyl)(methyl)carbamate